[O-]C#N.C=O formaldehyde cyanate